BrC=1C=CC(=C(C1)NC1=NC=NC2=CC=C(C(=C12)Cl)N)OC N4-(5-bromo-2-methoxyphenyl)-5-chloroquinazolin-4,6-diamine